7-(3-(3,4-difluoro-2-methoxyphenyl)-5-methyl-5-(trifluoromethyl)tetrahydrothiophene-2-carboxamido)-4H-benzo[e][1,2,4]thiadiazine 1,1-dioxide FC=1C(=C(C=CC1F)C1C(SC(C1)(C(F)(F)F)C)C(=O)NC1=CC2=C(NC=NS2(=O)=O)C=C1)OC